CN(C1CN(C1)C=1C=CC(=C(C(=O)N[C@H](C)C=2C=C(C=C(C2)O)C=2C=C(N(C2)C)C(=O)NC)C1)C)C 4-[3-[(1R)-1-[[5-[3-(Dimethylamino)azetidin-1-yl]-2-methyl-benzoyl]amino]ethyl]-5-hydroxy-phenyl]-N,1-dimethyl-pyrrole-2-carboxamide